CC1C(C=2C=3N(C(N4C2C(=C1)CCC4)=C=O)C=CC3C3=CC=CC=C3)=O methyl-8-carbonyl-12-phenyl-5,6-dihydro-4H,8H-pyrido[3,2,1-ij]pyrrolo[1,2-c]quinazolinone